C(C)N1N=C(C=C1C=1C=CC(=NC1)NC(C1=C(C=C(C=C1F)F)F)=O)C(F)(F)F N-(5-(1-ethyl-3-(trifluoromethyl)-1H-pyrazol-5-yl)pyridin-2-yl)-2,4,6-trifluorobenzamide